2-ethyl-xanthone C(C)C1=CC=2C(C3=CC=CC=C3OC2C=C1)=O